ClC=1C(=NN2C1CNCCC2)C(N(C)OC)=O 3-chloro-2-[methoxy(methyl)carbamoyl]-4,6,7,8-tetrahydropyrazolo[1,5-a][1,4]diazepine